histamine azide [N-]=[N+]=[N-].NCCC1=CNC=N1